(7'S)-7'-(3,5-difluorophenyl)-1-(5-methylpyrimidin-2-yl)dihydro-1'H,3'H,5'H-spiro[piperidine-4,2'-pyrazolo[1,2-a]pyrazol]-1'-one FC=1C=C(C=C(C1)F)[C@@H]1CCN2N1C(C1(C2)CCN(CC1)C1=NC=C(C=N1)C)=O